2',3,5-trifluoro-5'-(6-oxo-4-(trifluoromethyl)-1,6-dihydropyridine-3-carboxamido)-4'-((3S,5R)-3,4,5-trimethylpiperazin-1-yl)-[1,1'-biphenyl] FC1=C(C=C(C(=C1)N1C[C@@H](N([C@@H](C1)C)C)C)NC(=O)C1=CNC(C=C1C(F)(F)F)=O)C1=CC(=CC(=C1)F)F